6-(2-Ethyl-4-(3-fluoro-5-methylphenyl)-1H-imidazol-5-yl)-1H-indazole C(C)C=1NC(=C(N1)C1=CC(=CC(=C1)C)F)C1=CC=C2C=NNC2=C1